C(C)(C)(C)N1N=NC=C1I 1-(tert-butyl)-5-iodo-1H-1,2,3-triazole